ClC1=NN2C(C(=N1)NC1CCCC1)=CC=C2[C@H]2[C@@H]([C@@H]([C@H](O2)CO[C@](C(=O)O)(COC)P(=O)(O)O)O)O (R)-2-(((2R,3S,4R,5S)-5-(2-chloro-4-(cyclopentylamino)pyrrolo[2,1-f][1,2,4]triazin-7-yl)-3,4-dihydroxytetrahydrofuran-2-yl)methoxy)-3-methoxy-2-phosphonopropanoic acid